(tert-butyl 6-(4-((5-chloro-6-(2H-1,2,3-triazol-2-yl) pyridin-3-yl) carbamoyl)-5-(trifluoromethyl)-1H-pyrazol-1-yl)-3-fluoropyridin-2-yl) carbamate C(N)(OC1=NC(=CC(=C1F)C(C)(C)C)N1N=CC(=C1C(F)(F)F)C(NC=1C=NC(=C(C1)Cl)N1N=CC=N1)=O)=O